CC1=C(C(=O)O)C=C(C=C1)N1C[C@H]2CC[C@@H](C1)N2C 2-methyl-5-[(1R,5S)-8-methyl-3,8-diazabicyclo[3.2.1]octan-3-yl]benzoic acid